C(C)(C)(C)OC(=O)N1CC(CC1)N1C(=NC=2C1=C1C(=NC2)N(C=C1)S(=O)(=O)C1=CC=CC=C1)C1=CC(=CC=C1)O 3-(2-(3-hydroxyphenyl)-6-(phenylsulfonyl)imidazo[4,5-d]pyrrolo[2,3-b]pyridin-1(6H)-yl)pyrrolidine-1-carboxylic acid tert-butyl ester